BrC=1C=C(C(=C2C(=NNC12)N1C(C2=C(C(=C(C(=C2C1=O)Cl)Cl)Cl)Cl)=O)OC1=C(C=CC(=C1)F)Cl)NC(C1=CC(=CC(=C1)C(F)(F)F)F)=O N-[7-bromo-4-(2-chloro-5-fluorophenoxy)-3-(4,5,6,7-tetrachloro-1,3-dioxoisoindol-2-yl)-1H-indazol-5-yl]-3-fluoro-5-(trifluoromethyl)benzamide